Cl.Cl.Cl.OCC(O)CO glycerol, trishydrochloride